2-allyl-1,3-benzenediol C(C=C)C1=C(C=CC=C1O)O